FC=1C=C(C=CC1C(C(F)(F)F)N1C(N(C2(CC2)C1=O)CC=1SC(=NN1)C1=NC(=C(C=C1)F)O)=O)C1=CC=C(C=C1)F 6-(1-(3,4'-difluoro-[1,1'-biphenyl]-4-yl)-2,2,2-trifluoroethyl)-4-((5-(5-fluoro-6-hydroxypyridin-2-yl)-1,3,4-thiadiazol-2-yl)methyl)-4,6-diazaspiro[2.4]heptane-5,7-dione